N-(6-oxo-1,6-dihydropyridazin-3-yl)-1,8,10-triazatricyclo[7.4.0.02,7]trideca-2(7),3,5,8,10,12-hexaene-11-carboxamide O=C1C=CC(=NN1)NC(=O)C1=NC2=NC=3C=CC=CC3N2C=C1